butyl monomaleate C(\C=C/C(=O)[O-])(=O)OCCCC